lithium trifluoroacetate salt FC(C(=O)[O-])(F)F.[Li+]